6-(5-(4-((1-acetylazetidin-3-yl)oxy)phenyl)-2-amino-6-fluoropyridin-3-yl)-7-fluoro-3,4-dihydroisoquinolin-1(2H)-one C(C)(=O)N1CC(C1)OC1=CC=C(C=C1)C=1C=C(C(=NC1F)N)C=1C=C2CCNC(C2=CC1F)=O